C(C)(C)(C)OC(=O)N1CC2=C(CC(C1)OC1=NC(=NC(=C1)C1=C(C=CC=C1C)C)NS(=O)(=O)C=1C=C(C(=O)O)C=CC1)C=CC=C2 3-[[4-[(2-tert-butoxycarbonyl-1,3,4,5-tetrahydro-2-benzazepin-4-yl)oxy]-6-(2,6-dimethylphenyl)pyrimidin-2-yl]sulfamoyl]benzoic acid